[Na].ON=C(C#N)C#N hydroxyiminomalononitrile sodium salt